3,5-dioxotetradecanoate O=C(CC(=O)[O-])CC(CCCCCCCCC)=O